[6-[(2,4-difluorophenyl)methyl]-2-azaspiro[3.3]heptan-2-yl]-(6,6-dioxo-8-oxa-6lambda6-thia-2,5-diazaspiro[3.5]nonan-2-yl)methanone FC1=C(C=CC(=C1)F)CC1CC2(CN(C2)C(=O)N2CC3(C2)NS(COC3)(=O)=O)C1